O1CCC(=CC1)C=1C=2N(C(=NC1)NCC1=C(C=CC3=C1CCO3)F)C=NC2I 8-(3,6-dihydro-2H-pyran-4-yl)-N-((5-fluoro-2,3-dihydrobenzofuran-4-yl)methyl)-1-iodoimidazo[1,5-c]pyrimidin-5-amine